tetrahydro-2-benzothiophene-1-carboxylic acid C1(SCC2C1=CC=CC2)C(=O)O